N-((R)-1-(3-amino-5-(trifluoromethyl)phenyl)ethyl)-9-methyl-1,2,4a,5-tetrahydro-4H-[1,4]oxazino[4',3':4,5][1,4]oxazino[3,2-g]quinazolin-11-amine NC=1C=C(C=C(C1)C(F)(F)F)[C@@H](C)NC1=NC(=NC=2C=C3C(=CC12)N1C(CO3)COCC1)C